2'-deoxy-2',2'-difluorocytidine hydrochloride Cl.FC1([C@@H](O[C@@H]([C@H]1O)CO)N1C(=O)N=C(N)C=C1)F